4-(2,6-difluorobenzyl)-2-(4-((1-methyl-4-nitro-1H-pyrazol-5-yl)oxy)phenyl)-2,4-dihydro-3H-1,2,4-triazol-3-one FC1=C(CN2C(N(N=C2)C2=CC=C(C=C2)OC2=C(C=NN2C)[N+](=O)[O-])=O)C(=CC=C1)F